CC=1C(=NC(=NC1)NC1=CC\2=C(C(NC\C=C2)=O)C=C1)NC=1C=CC2=C(NC(O2)=O)C1 (Z)-5-(5-methyl-2-(1-oxo-2,3-dihydro-1H-benzo[c]azepin-7-ylamino)pyrimidin-4-ylamino)benzo[d]oxazol-2(3H)-one